C[SiH](OCC=C)C dimethyl-(vinyl)methoxysilane